3-fluoro-2-(fluoromethyl)propan-1-ol FCC(CO)CF